NC1=NC=C(C=C1C(CCC(=O)C1=CC=CC=C1)=O)Br 1-(2-amino-5-bromopyridin-3-yl)-4-phenylbutane-1,4-dione